C(C)(C)(C)N1N=CC(=C1C(F)(F)F)C(=O)N1[C@H](C=2C(CC1)=C(N(N2)C)C2=CC(=C(C(=C2)F)F)F)C (S)-(1-(tert-butyl)-5-(trifluoromethyl)-1H-pyrazol-4-yl)(2,7-dimethyl-3-(3,4,5-trifluorophenyl)-2,4,5,7-tetrahydro-6H-pyrazolo[3,4-c]pyridin-6-yl)methanone